C(CCCCCCC)SCC1(CC=C(C=C1C)CSCCCCCCCC)O 1,4-bis(octylthiomethyl)-6-methylphenol